(R)-N-(5-((6-(3-(3-fluoro-5-((1-methyl-1H-pyrazol-3-yl)oxy)phenyl)isoxazolidine-2-yl)pyrimidin-4-yl)amino)-4-methoxy-2-(4-methylpiperazin-1-yl)phenyl)acrylamide FC=1C=C(C=C(C1)OC1=NN(C=C1)C)[C@@H]1N(OCC1)C1=CC(=NC=N1)NC=1C(=CC(=C(C1)NC(C=C)=O)N1CCN(CC1)C)OC